N1(CCCC1)NCC1=CC=CC=C1 pyrrolidyl-benzylamine